(4-(2-chlorophenyl)thiazol-2-yl)thiophene-2-carboxamide ClC1=C(C=CC=C1)C=1N=C(SC1)C1=C(SC=C1)C(=O)N